5-(2-(dicyclohexylphosphino)phenyl)-1-phenyl-1H-pyrazole C1(CCCCC1)P(C1=C(C=CC=C1)C1=CC=NN1C1=CC=CC=C1)C1CCCCC1